CC1CC(CC(C1)C)[Si](OC)(OC)C1CCCC1 3,5-dimethylcyclohexyl-cyclopentyl-dimethoxysilane